N1C=C(C=2C1=NC=CC2)C=2SC=C(N2)C=2C=C(C=CC2)[C@@]2(C(NC=1C2=NC=CC1)=O)O (R,S)-3-(3-(2-(1H-Pyrrolo[2,3-b]pyridin-3-yl)thiazol-4-yl)phenyl)-3-hydroxy-1H-pyrrolo[3,2-b]pyridin-2(3H)-one